9-(3'-(chlorodiphenylsilyl)-[1,1'-biphenyl]-3-yl)-9H-carbazole Cl[Si](C=1C=C(C=CC1)C1=CC(=CC=C1)N1C2=CC=CC=C2C=2C=CC=CC12)(C1=CC=CC=C1)C1=CC=CC=C1